CC1=CCC(CC1)C(=O)[O-] 4-methyl-3-cyclohexenate